FC=1C=C(CNC(=O)C2=CC=C(S2)C2=C(C(=NC(=C2C(=O)N)CC(C)C)CCC2=CC=C(C=C2)F)C=2N=C(OC2)C)C=CC1F 4-(5-((3,4-difluorobenzyl)carbamoyl)thiophen-2-yl)-6-(4-fluorophenethyl)-2-isobutyl-5-(2-methyloxazol-4-yl)nicotinamide